NC1C2CN(C(C1)C2)C(=O)OC(C)(C)C tert-butyl 5-amino-2-azabicyclo[2.2.1]heptane-2-carboxylate